BrC1=CC(=C2C(=NC=NC2=C1)NC1=C(C2=C(N=CS2)C=C1)F)OC1CCN(CC1)C(=O)OCC1=CC=CC=C1 benzyl 4-((7-bromo-4-[(7-fluoro-1,3-benzothiazol-6-yl)amino]quinazolin-5-yl)oxy)piperidine-1-carboxylate